C(C)N1C(C(N(CC1)C(=O)Cl)=O)=O 4-ethyl-2,3-dioxo-piperazine-1-carbonyl chloride